hydroxytoluic acid CC1C=CC=C(C(=O)O)C=1O